5-(difluoromethyl)-1'-[2-((7-oxo-8-[(cis)-3-hydroxy-3-methylcyclobutyl]-7,8-dihydro-1,8-naphthyridin-3-yl)oxy)ethyl]-1,2-dihydrospiro[indole-3,4'-piperidin]-2-one FC(C=1C=C2C(=CC1)NC(C21CCN(CC1)CCOC=1C=NC=2N(C(C=CC2C1)=O)C1CC(C1)(C)O)=O)F